C(C=C)(=O)OCCCCCCCCCC[SiH2]C(F)F acryloxydecyldifluoromethylsilane